O=C1N(CCC(N1)=O)N1C(C2=CC=C(C=C2C1=O)CN1CCC(CC1)C1=CN(C2=CC(=CC=C12)F)C)=O 2-(2,4-dioxotetrahydropyrimidin-1(2H)-yl)-5-((4-(6-fluoro-1-methyl-1H-indol-3-yl)piperidin-1-yl)methyl)isoindoline-1,3-dione